1-(2-ethynylthiazol-4-yl)-3-(4-(3-hydroxy-1,1-dioxo-2,3-dihydrobenzo[b]-thiophen-7-yl)benzyl)urea C(#C)C=1SC=C(N1)NC(=O)NCC1=CC=C(C=C1)C1=CC=CC2=C1S(CC2O)(=O)=O